C(C(C)(C)C)(=O)OC1=CC=2CCC=C(C2C=C1)C1=CC=C(C=C1)O[C@@H]1CN(CC1)CCCF (S)-5-(4-((1-(3-fluoropropyl) pyrrolidin-3-yl) oxy) phenyl)-7,8-dihydronaphthalen-2-yl pivalate